FC(C=1C=C(C=C(C1)C(F)(F)F)C1=NN(NN=C1C(F)(F)F)C(=O)O)(F)F 5-(3,5-bis(trifluoromethyl)phenyl)-6-trifluoromethyl-1,2,4-triazazine-3-formic acid